3-(5-(methylthio)-4-(naphthalen-1-yl)-4H-1,2,4-triazol-3-yl)propan-1-ol CSC=1N(C(=NN1)CCCO)C1=CC=CC2=CC=CC=C12